1-[2-chloro-6-[6-(2-morpholinoethoxy)pyrazolo[1,5-a]pyridin-3-yl]-3-pyridyl]ethanol ClC1=NC(=CC=C1C(C)O)C=1C=NN2C1C=CC(=C2)OCCN2CCOCC2